C1(=CC=CC=C1)C1(CC1)NC(=O)C=1C=2C[C@@H]3[C@H](C2N(N1)C1=CC=C(C=C1)OC)C3 (1aR,5aR)-2-(4-Methoxy-phenyl)-1a,2,5,5a-tetrahydro-1H-2,3-diaza-cyclopropa[a]pentalene-4-carboxylic acid (1-phenyl-cyclopropyl)-amide